C(C1=CC=CC=C1)(=O)O[C@@H]1[C@H](O[C@H]([C@@H]1OC(C1=CC=CC=C1)=O)N1C(N=CC=C1)=O)COC(C1=CC=CC=C1)=O (2R,3R,4R,5R)-2-((benzoyloxy)methyl)-5-(2-oxopyrimidin-1(2H)-yl)tetrahydrofuran-3,4-diyl dibenzoate